BrC1=C(C=CC=C1)NC(C1=CC(=CC=C1)F)=S N-(2-Bromophenyl)-3-fluorothiobenzamide